4-[1-(Methoxymethyl)-2,2-dimethyl-3-bicyclo[3.1.0]hexan-yl]-2-methyl-but-2-en-1-ol COCC12C(C(CC2C1)CC=C(CO)C)(C)C